C(C1CO1)N(CCN(CC1CO1)CC1CO1)CC1CO1 N,N,N',N'-tetraglycidylethylenediamine